4-((2-chlorophenyl)amino)-2-(trifluoromethyl)thiazole-5-carboxamide Lutetium Dodecyl-Sulfate C(CCCCCCCCCCC)OS(=O)(=O)[O-].[Lu+3].ClC1=C(C=CC=C1)NC=1N=C(SC1C(=O)N)C(F)(F)F.C(CCCCCCCCCCC)OS(=O)(=O)[O-].C(CCCCCCCCCCC)OS(=O)(=O)[O-]